(1R,3S,4R)-N-[(1S)-1-cyano-2-[(3S)-2-oxo-3-piperidyl]ethyl]-5,5-difluoro-2-[(2S)-4-methyl-2-[(2,2,2-trifluoroacetyl)amino]pentanoyl]-2-azabicyclo[2.2.2]octane-3-carboxamide C(#N)[C@H](C[C@H]1C(NCCC1)=O)NC(=O)[C@H]1N([C@H]2CC([C@@H]1CC2)(F)F)C([C@H](CC(C)C)NC(C(F)(F)F)=O)=O